5-[(2S)-1-[(2S,4R)-2-{[(1S)-1-(4-cyanophenyl)ethyl]carbamoyl}-4-hydroxypyrrolidin-1-yl]-3-methyl-1-oxobutan-2-yl]-1,2-oxazol C(#N)C1=CC=C(C=C1)[C@H](C)NC(=O)[C@H]1N(C[C@@H](C1)O)C([C@@H](C(C)C)C1=CC=NO1)=O